2-(3,4-dimethoxyphenyl)-7-(1-methyl-1,2,3,6-tetrahydropyridin-4-yl)-4H-pyrido[1,2-a]pyrimidin-4-one COC=1C=C(C=CC1OC)C=1N=C2N(C(C1)=O)C=C(C=C2)C=2CCN(CC2)C